methyl (S)-2-(3-aminoprop-1-yn-1-yl)-4-((6-(2-(4-(4-chlorophenyl)-2,3,9-trimethyl-6H-thieno[3,2-f][1,2,4]triazolo[4,3-a][1,4]diazepin-6-yl)acetamido)hexanoyl)oxy)benzoate NCC#CC1=C(C(=O)OC)C=CC(=C1)OC(CCCCCNC(C[C@H]1C=2N(C3=C(C(=N1)C1=CC=C(C=C1)Cl)C(=C(S3)C)C)C(=NN2)C)=O)=O